1-Trifluoromethanesulfonyl-1H-indol-5-yl trifluoromethanesulfonate FC(S(=O)(=O)OC=1C=C2C=CN(C2=CC1)S(=O)(=O)C(F)(F)F)(F)F